C(C1=CC=CC=C1)OCC1CCC(CO1)O 6-((benzyloxy)-methyl)tetrahydro-2H-pyran-3-ol